N-cyclopropyl-5-(1H-indole-2-carbonyl)-N,6-dimethyl-4H,5H,6H,7H-pyrazolo[1,5-a]pyrazine-3-carboxamide C1(CC1)N(C(=O)C=1C=NN2C1CN(C(C2)C)C(=O)C=2NC1=CC=CC=C1C2)C